2,5-dimethyl-3-nitro-benzaldehyde CC1=C(C=O)C=C(C=C1[N+](=O)[O-])C